N1(CCOCC1)C(=O)C1=CC=C(C=C1)NC(=O)C1=CNC2=CC=CC=C2C1=O N-(4-(morpholine-4-carbonyl)phenyl)-4-oxo-1,4-dihydroquinoline-3-carboxamide